C(C)OC1=C(C(=CC=C1)P(C1=CC=CC=C1)C1=C(C=CC=C1)C1=C(C=CC=C1OC)OC)O 2-(ethylhydroxy)-6-((2',6'-dimethoxy-[1,1'-biphenyl]-2-yl)(phenyl)phosphino)benzene-1-ol